OC1=CC=CC2=CC=C(C=C12)O 1,7-dihydroxyNaphthalene